2,4,6-tris(terphenyl-3-yl)-1,3,5-triazine C1(=CC(=CC=C1)C1=NC(=NC(=N1)C=1C=C(C=CC1)C=1C(=CC=CC1)C1=CC=CC=C1)C=1C=C(C=CC1)C=1C(=CC=CC1)C1=CC=CC=C1)C=1C(=CC=CC1)C1=CC=CC=C1